FC=1C=CC(=C(OCCOCCNC(OC(C)(C)C)=O)C1)C=1N=NC(=C2C1SC=C2)C=2C=C1CCNCC1=CC2 tert-butyl N-[2-[2-[5-fluoro-2-[4-(1,2,3,4-tetrahydroisoquinolin-6-yl)thieno[2,3-d]pyridazin-7-yl]phenoxy]ethoxy]ethyl]carbamate